(±)-2-((5-(6-(((1,1,1,3,3,3-hexafluoropropan-2-yl)oxy)carbonyl)-6-azaspiro[2.5]octane-1-carboxamido)pyridin-2-yl)oxy)acetic acid FC(C(C(F)(F)F)OC(=O)N1CCC2(C[C@H]2C(=O)NC=2C=CC(=NC2)OCC(=O)O)CC1)(F)F |r|